C(C)OC=1C(=CC2=CN(N=C2C1)C)NC(=O)C1=NC=C(N=C1)N1CC2(C1)CN(CCC2)C N-(6-ethoxy-2-methyl-2H-indazol-5-yl)-5-(6-methyl-2,6-diazaspiro[3.5]nonan-2-yl)pyrazine-2-carboxamide